CC=1C=C(CNC2=C3C(N(C(=NC3=CC=C2)C)C2C(NC(CC2)=O)=O)=O)C=CC1 3-(5-((3-methylbenzyl)-amino)-2-methyl-4-oxoquinazolin-3(4H)-yl)piperidine-2,6-dione